1,3,5-triphenyl-1H-pyrazole-4-formaldehyde C1(=CC=CC=C1)N1N=C(C(=C1C1=CC=CC=C1)C=O)C1=CC=CC=C1